Cl.N1C(NCC=2C1=NC=NC2)=O 3,4-dihydropyrimido[4,5-d]Pyrimidin-2(1H)-one hydrochloride